N1CC2(CC1)C=NC1=CC=CC=C12 spiro[indole-3,3'-pyrrolidine]